N-(2-(2,6-dioxopiperidin-3-yl)-1-oxoisoindolin-5-yl)picolinamide O=C1NC(CCC1N1C(C2=CC=C(C=C2C1)NC(C1=NC=CC=C1)=O)=O)=O